tertbutyl 4-(4-(4-amino-2,6-difluorophenyl)piperazin-1-yl)piperidine-1-carboxylate NC1=CC(=C(C(=C1)F)N1CCN(CC1)C1CCN(CC1)C(=O)OC(C)(C)C)F